O1CCN(CC1)C1=CC=CC(=N1)C1=CN=C(N1)C1=C(C=C(C=C1)NS(=O)(=O)C)N1CCC2(CC2)CC1 N-(4-(5-(6-morpholinopyridin-2-yl)-1H-imidazol-2-yl)-3-(6-azaspiro[2.5]octan-6-yl)phenyl)methanesulfonamide